ClC(C(=C)C1=CC=CC=2OCOCC21)(F)F 5-(3-chloro-3,3-difluoroprop-1-en-2-yl)benzo[d][1,3]dioxin